tert-butyl-4-[[1-(5-bromopyrimidin-2-yl)-4-piperidyl]oxymethyl]piperidine-1-carboxylate C(C)(C)(C)OC(=O)N1CCC(CC1)COC1CCN(CC1)C1=NC=C(C=N1)Br